4-(1-(5-chloropyrimidin-2-yl)-3,3-difluoro-4-methylpiperidine-4-carbonyl)-2,3,4,5-tetrahydropyrido[3,4-f][1,4]oxazepine-9-carbonitrile ClC=1C=NC(=NC1)N1CC(C(CC1)(C(=O)N1CCOC2=C(C1)C=NC=C2C#N)C)(F)F